C(C1=CC=CC=C1)OC(NC1=C(C(=CC=C1)C(=N[S@](=O)C(C)(C)C)C(=O)NC)Cl)=O N-(3-{N-[(R)-tert-butylsulfinyl]-C-methylaminocarbonyl-(carbonimidoyl)}-2-chlorophenyl)-carbamic acid benzyl ester